4-bromo-6-(bromomethyl)benzo[d]thiazole BrC1=CC(=CC2=C1N=CS2)CBr